N[C@@H]1CN(CC1)C1=CC(=C(C(=C1)F)C1C(NC(CC1)=O)=O)F 3-(4-((S)-3-aminopyrrolidin-1-yl)-2,6-difluorophenyl)piperidine-2,6-dione